5-Amino-3-(2-(4-(5-(azetidin-3-yloxy)-2,4-difluorophenyl)piperazin-1-yl)ethyl)-8-(furan-2-yl)thiazolo[5,4-e][1,2,4]triazolo[1,5-c]pyrimidin-2(3H)-one NC1=NC2=C(C=3N1N=C(N3)C=3OC=CC3)SC(N2CCN2CCN(CC2)C2=C(C=C(C(=C2)OC2CNC2)F)F)=O